FC=1C=C(C=C(C1)F)C=1N(N=C2C(N(CCC21)C(=O)C=2C(=C(C=CC2)N2C(NCC2)=O)C)C)C 1-[3-[3-(3,5-Difluorophenyl)-2,7-dimethyl-5,7-dihydro-4H-pyrazolo[3,4-c]pyridine-6-carbonyl]-2-methyl-phenyl]imidazolidin-2-one